4-((4-(4-(trifluoromethyl)piperidin-1-yl)phenyl)amino)cyclohexane-1-carboxamide methyl-2-acetyl-5-fluoro-2,3-dihydrobenzofuran-7-carboxylate COC(=O)C1=CC(=CC=2CC(OC21)C(C)=O)F.FC(C2CCN(CC2)C2=CC=C(C=C2)NC2CCC(CC2)C(=O)N)(F)F